N-methyl-N-(3-((2-((2-methyl-4-(1-methylpiperidin-4-yl)phenyl)amino)-5-(trifluoromethyl)pyrimidin-4-yl)amino)propyl)cyclobutanecarboxamide CN(C(=O)C1CCC1)CCCNC1=NC(=NC=C1C(F)(F)F)NC1=C(C=C(C=C1)C1CCN(CC1)C)C